5-Bromo-2-(4-cyano-2-methoxyphenoxy)-4-methylnicotinic acid BrC=1C=NC(=C(C(=O)O)C1C)OC1=C(C=C(C=C1)C#N)OC